(3-(4-fluorophenyl)-4,5,6,7-tetrahydro-1H-4,7-methanoindazol-1-yl)methanone FC1=CC=C(C=C1)C1=NN(C=2C3CCC(C12)C3)C=O